(1R,3S)-3-(3-((R)-2-(2-formyl-3-hydroxy-5-methoxyphenoxy)propanamido)-1H-pyrazol-5-yl)cyclopentyl (1-methylcyclopropyl)carbamate CC1(CC1)NC(O[C@H]1C[C@H](CC1)C1=CC(=NN1)NC([C@@H](C)OC1=C(C(=CC(=C1)OC)O)C=O)=O)=O